[S].C(C)OS(=O)(=O)[O-].C(C=C)C(CC=C)[NH2+]CC diallylmethylethyl-ammonium ethylsulfate sulfur